triethoxyphenyl-silane C(C)O[Si](C1=CC=CC=C1)(OCC)OCC